N-((3-bromo-5-(trifluoromethyl)pyridin-2-yl)carbamothioyl)benzamide BrC=1C(=NC=C(C1)C(F)(F)F)NC(=S)NC(C1=CC=CC=C1)=O